COC1=CC(=CC(=C1)C(C)(C(CCCCC)C(F)(F)F)C)OC 1,3-dimethoxy-5-(2-methyl-3-(trifluoromethyl)octan-2-yl)benzene